BrC1=C2OCCCC3=C(NC(C(S1)=C23)=O)C(COC)N2N=CC=C2 2-bromo-7-(2-methoxy-1-pyrazol-1-yl-ethyl)-12-oxa-3-thia-6-azatricyclo[6.4.1.04,13]trideca-1,4(13),7-trien-5-one